N-(2-(1-methylpyrrolidin-2-yl)ethyl)hexane-1-amine CN1C(CCC1)CCNCCCCCC